(S)-4-((2,6-Difluoropyridin-3-yl)methyl)-N-(7-(3-hydroxy-3-methylbut-1-yn-1-yl)-5-methyl-4-oxo-2,3,4,5-tetrahydrobenzo[b][1,4]oxazepin-3-yl)-1H-pyrazole-1-carboxamide FC1=NC(=CC=C1CC=1C=NN(C1)C(=O)N[C@@H]1C(N(C2=C(OC1)C=CC(=C2)C#CC(C)(C)O)C)=O)F